5-(3-chloro-5-fluoro-4-hydroxybenzamido)-2-(2-fluoro-5-(pyrrolidin-1-ylmethyl)phenyl)-N-(2-(trifluoromethyl)benzyl)thiazole-4-carboxamide ClC=1C=C(C(=O)NC2=C(N=C(S2)C2=C(C=CC(=C2)CN2CCCC2)F)C(=O)NCC2=C(C=CC=C2)C(F)(F)F)C=C(C1O)F